C(C)(C)(C)C1=NN=C(S1)CN1CC2(CN(C2)C(=O)N2CC3(C2)CC(C3)C3=NC(=NN3)C3CC3)C1 [6-[(5-tert-butyl-1,3,4-thiadiazol-2-yl)methyl]-2,6-diazaspiro[3.3]heptan-2-yl]-[6-(3-cyclopropyl-1H-1,2,4-triazol-5-yl)-2-azaspiro[3.3]heptan-2-yl]methanone